5-fluoro-4-phenyl-1-(4-methoxyphenyl)-3-trifluoromethyl-1H-pyrazole FC1=C(C(=NN1C1=CC=C(C=C1)OC)C(F)(F)F)C1=CC=CC=C1